Cl.C1(CC1)NC(=O)C=1C(N(C=2N(C1O)N=CC2C=2CCNCC2)CC(C)(C)C)=O N-Cyclopropyl-7-hydroxy-4-neopentyl-5-oxo-3-(1,2,3,6-tetrahydropyridin-4-yl)-4,5-dihydropyrazolo[1,5-a]pyrimidine-6-carboxamide hydrochloride